C1COCCN1CCS(=O)(=O)O The molecule is a Good's buffer substance, pKa = 6.15 at 20 ℃. It is an organosulfonic acid and a MES. It is a conjugate acid of a 2-(N-morpholino)ethanesulfonate. It is a tautomer of a 2-(N-morpholiniumyl)ethanesulfonate.